N-(1-(3-chlorophenyl)-2-hydroxyethyl)-1-(2-((4-fluoro-3-morpholinophenyl)-amino)-5-methylpyrimidin-4-yl)-1H-pyrrole-3-carboxamide ClC=1C=C(C=CC1)C(CO)NC(=O)C1=CN(C=C1)C1=NC(=NC=C1C)NC1=CC(=C(C=C1)F)N1CCOCC1